6-((1-hydroxy-2-methylpropan-2-yl)amino)-N-(3-(N-(1-methylcyclobutyl)sulfamoyl)phenyl)-2-(6-azaspiro[2.5]octan-6-yl)nicotinamide OCC(C)(C)NC1=NC(=C(C(=O)NC2=CC(=CC=C2)S(NC2(CCC2)C)(=O)=O)C=C1)N1CCC2(CC2)CC1